BrC1=C2C=CN(C(C2=CN=C1)=O)CC=1N=C2N(C=C(C=C2)CN2CC3(CC(C3)(F)F)CC2)C1 5-bromo-2-{[6-({2,2-difluoro-6-azaspiro[3.4]octan-6-yl}methyl)imidazo[1,2-a]pyridin-2-yl]methyl}-1,2-dihydro-2,7-naphthyridin-1-one